NC=1NC(C=C(N1)C1=NNC=C1CC1=C(C=CC=C1)OCCN1CCOCC1)=O 2-Amino-4-[4-[[2-(2-morpholinoethoxy)phenyl]methyl]-1H-pyrazol-3-yl]-1H-pyrimidin-6-one